N-(5-((2-(dimethylamino)ethyl)(methyl)amino)pyridin-2-yl)benzamide CN(CCN(C=1C=CC(=NC1)NC(C1=CC=CC=C1)=O)C)C